dithiodilactate C(C(O)(C)SSC(C(=O)[O-])(O)C)(=O)[O-]